6-trimethylstannylpyridine-3-carbonitrile C[Sn](C1=CC=C(C=N1)C#N)(C)C